1-((1-acryloyl-azetidin-3-yl)methyl)-6-(5-amino-2-(trifluoromethyl)phenyl)-7-chloro-4-(2-isopropyl-6-methylphenyl)-1,4-dihydroquinoxaline-2,3-dione C(C=C)(=O)N1CC(C1)CN1C(C(N(C2=CC(=C(C=C12)Cl)C1=C(C=CC(=C1)N)C(F)(F)F)C1=C(C=CC=C1C)C(C)C)=O)=O